C(#N)C=1C=C(C=CC1F)NC(N(C)[C@H](C)C1=NNC(C2=CC(=C(C=C12)F)F)=O)=O |r| racemic-3-(3-cyano-4-fluorophenyl)-1-(1-(6,7-difluoro-4-oxo-3,4-dihydrophthalazin-1-yl)ethyl)-1-methylurea